ClC1=CC(=C(COC2=C(C=CC(=N2)C2CCN(CC2)CC2=NC3=C(N2C)C=C(C=C3OC(F)F)C(=O)O)F)C=C1)F 2-((4-(6-((4-Chloro-2-fluorobenzyl)oxy)-5-fluoropyridin-2-yl)piperidin-1-yl)methyl)-4-(difluoromethoxy)-1-methyl-1H-benzo[d]imidazole-6-carboxylic acid